1-[(3R)-4-[7-(8-chloro-1-naphthyl)-2-[[(2S)-1-methylpyrrolidin-2-yl]methoxy]-6,8-dihydro-5H-pyrido[3,4-d]pyrimidin-4-yl]-3-(difluoromethyl)piperazin-1-yl]-2-fluoro-prop-2-en-1-one ClC=1C=CC=C2C=CC=C(C12)N1CC=2N=C(N=C(C2CC1)N1[C@H](CN(CC1)C(C(=C)F)=O)C(F)F)OC[C@H]1N(CCC1)C